N-[3-[2-(difluoromethoxy)-5-methylsulfanyl-phenyl]-1-[2-oxo-2-(4-tetrahydrothiopyran-4-ylpiperazin-1-yl)ethyl]pyrazol-4-yl]pyrazolo[1,5-a]pyrimidine-3-carboxamide FC(OC1=C(C=C(C=C1)SC)C1=NN(C=C1NC(=O)C=1C=NN2C1N=CC=C2)CC(N2CCN(CC2)C2CCSCC2)=O)F